OCCCCOC1=CC=C2CCC(NC2=C1)=O 3,4-dihydro-7-(4-hydroxybutoxy)-2(1H)-quinolone